2-{4-fluoro-4-[(trifluoromethoxy)methyl]piperidin-1-yl}aniline FC1(CCN(CC1)C1=C(N)C=CC=C1)COC(F)(F)F